OCC(CNC(=O)C1=C(OC2=C1C=C(C=C2)OCC2=C(N=CS2)C)C)(C)C N-(3-hydroxy-2,2-dimethylpropyl)-2-methyl-5-((4-methylthiazol-5-yl)methoxy)benzofuran-3-carboxamide